N=1C=CN2C1C=CC(=C2)CNC(NC2=CC=C(C=C2)S(=O)(=O)N2CCC(CC2)N2CCOCC2)=O 3-{imidazo[1,2-a]pyridin-6-ylmethyl}-1-{4-[4-(morpholin-4-yl)piperidine-1-sulfonyl]phenyl}urea